CC(C#N)(C)C=1OC(=C(N1)C)C(=O)N1[C@@H](C2=C(CC1)NC=N2)C2=NN1C(C=CC=C1)=C2 (S)-2-methyl-2-(4-methyl-5-(4-(pyrazolo[1,5-a]pyridin-2-yl)-4,5,6,7-tetrahydro-1H-imidazo[4,5-c]pyridine-5-carbonyl)oxazol-2-yl)propanenitrile